NC1=C(C(=NC=N1)NC[C@H]1CN(CC1)C(C=C)=O)C1=CC=C(C=C1)OC1=CC=CC=C1 (S)-1-(3-(((6-amino-5-(4-phenoxyphenyl)pyrimidin-4-yl)amino)methyl)pyrrolidin-1-yl)prop-2-en-1-one